NC1CCN(CC1)C1=NC2=CC=C(C=C2C(=N1)C1=CC(=C(C#N)C=C1)F)C1=CC(=CC=C1)C 4-(2-(4-aminopiperidin-1-yl)-6-(m-methylphenyl)quinazolin-4-yl)-2-fluorobenzonitrile